aminomethoxyquinoline NCOC1=NC2=CC=CC=C2C=C1